ethyl (E)-3-(6-bromo-quinolin-2-yl)-acrylate BrC=1C=C2C=CC(=NC2=CC1)/C=C/C(=O)OCC